ethyl α-chloroacetoacetate ClC(C(=O)OCC)C(=O)C